Bromo-3,3,3-trifluoropropen BrC=CC(F)(F)F